NC1=NC=C(C2=C1C(=NN2[C@@H]2CNCC2)C#CC2=C(C(=CC(=C2F)OC)OC)F)C(=O)NCCOC (S)-4-amino-3-((2,6-difluoro-3,5-dimethoxyphenyl)ethynyl)-N-(2-methoxyethyl)-1-(pyrrolidin-3-yl)-1H-pyrazolo[4,3-c]pyridine-7-carboxamide